5-[6-(4-ethylphenoxy)pyridazin-3-yl]-5-[2-(2-hydroxyethyl)-2,7-diazaspiro[3.5]nonan-7-yl]hexahydropyrimidine-2,4,6-trione C(C)C1=CC=C(OC2=CC=C(N=N2)C2(C(NC(NC2=O)=O)=O)N2CCC3(CN(C3)CCO)CC2)C=C1